5-amino-6-[(2-chloro-5-fluorophenyl)carbonyl]-3-fluoro-2-methylindazole-7-carbonitrile NC1=CC2=C(N(N=C2C(=C1C(=O)C1=C(C=CC(=C1)F)Cl)C#N)C)F